C(C)(C)(C)OC(=O)N(C(=NC(=O)OC(C)(C)C)N)CCCN1CC2C3C=NC(C(C31)CC(C)C)(C2)C(=O)NCC2=CC=CC3=CC=CC=C23 1-(3-(N,N'-di(tert-butoxycarbonyl)guanidino)propyl)-7-isobutyl-N-(naphthalen-1-ylmethyl)-1,2,3,3a,7,7a-hexahydro-6H-3,6-methanopyrrolo[3,2-c]pyridine-6-carboxamide